ClC=1C=CC2=C(N=C(S2)C2CCNCC2)C1 5-chloro-2-(4-piperidyl)-1,3-benzothiazole